ON1C(CCC1=O)=O 1-hydroxytetrahydropyrrole-2,5-dione